4-(5-((3,4-difluorobenzyl)carbamoyl)thiophen-2-yl)-6-((1-(4-fluorophenyl)cyclopropyl)methyl)-2-isobutyl-5-(5-methyl-1,3,4-oxadiazol-2-yl)-1,4-dihydropyridine-3-carboxamide FC=1C=C(CNC(=O)C2=CC=C(S2)C2C(=C(NC(=C2C=2OC(=NN2)C)CC2(CC2)C2=CC=C(C=C2)F)CC(C)C)C(=O)N)C=CC1F